O=C1NC2=CC=CC=C2C(=C1)N1CC2(C1)CNCC2 2-(2-oxo-1,2-dihydroquinolin-4-yl)-2,6-diazaspiro[3.4]octane